1,5-difluoro-2,4-dimethyl-3-nitrobenzene FC1=C(C(=C(C(=C1)F)C)[N+](=O)[O-])C